9,9',9'',9'''-((5-(2,6-diphenylpyrimidin-4-yl)-1,3-phenylene)bis(9H-carbazole-9,3,6-triyl))tetrakis(9H-pyrido[3,4-b]indole) C1(=CC=CC=C1)C1=NC(=CC(=N1)C=1C=C(C=C(C1)N1C2=CC=C(C=C2C=2C=C(C=CC12)N1C2=C(C3=CC=CC=C13)C=CN=C2)N2C1=C(C3=CC=CC=C23)C=CN=C1)N1C2=CC=C(C=C2C=2C=C(C=CC12)N1C2=C(C3=CC=CC=C13)C=CN=C2)N2C1=C(C3=CC=CC=C23)C=CN=C1)C1=CC=CC=C1